F[C@H]1C(NC(C[C@H]1OC1=CC=C(N=N1)C1=NC=C(C=C1O)C=1C=NC=2N(C1)C=C(N2)C)(C)C)(C)C 2-(6-{[(3S,4R)-3-fluoro-2,2,6,6-tetramethylpiperidin-4-yl]oxy}pyridazin-3-yl)-5-(2-methylimidazo[1,2-a]pyrimidin-6-yl)pyridin-3-ol